4-[3-(difluoromethoxy)-1H-pyrazolo[4,3-c]pyridin-4-yl]-N,2-dimethyl-benzenesulfonamide FC(OC1=NNC2=C1C(=NC=C2)C2=CC(=C(C=C2)S(=O)(=O)NC)C)F